6,8-difluoro-7-hydroxy-4-methyl-2H-chromen-2-one FC=1C=C2C(=CC(OC2=C(C1O)F)=O)C